COC1(CCN(CC1)CC1=CC=C(C=C1)NC(C)=O)CCC1=CC=CC=C1 N-(4-((4-methoxy-4-phenethylpiperidin-1-yl)methyl)phenyl)acetamide